N[C@@H](C(C)(C)S)C(=O)O |r| DL-Penicillamine